9,9-bis[4-(4-aminophenoxy)phenyl]-9H-fluorene NC1=CC=C(OC2=CC=C(C=C2)C2(C3=CC=CC=C3C=3C=CC=CC23)C2=CC=C(C=C2)OC2=CC=C(C=C2)N)C=C1